p-toluenesulfonamide pyridinium salt [NH+]1=CC=CC=C1.CC1=CC=C(C=C1)S(=O)(=O)[NH-]